3-[2-(trifluoromethyl)pyrimidin-5-yl]-1H-pyrazolo[3,4-d]pyrimidin-4-amine FC(C1=NC=C(C=N1)C1=NNC2=NC=NC(=C21)N)(F)F